ClC[C@@H](COC1=C(C=C(C=C1)C(C)(C)C1=CC(=C(OC[C@H](CO)O)C=C1)C)C)O (S)-3-(4-(2-(4-((R)-3-chloro-2-hydroxypropoxy)-3-methylphenyl)propan-2-yl)-2-methylphenoxy)propane-1,2-diol